BENZOXAZOLONE C1=CC=C2C(=C1)NC(=O)O2